bis-dimethylaminobenzoate CN(C)C=1C(=C(C(=O)[O-])C=CC1)N(C)C